(4-(benzyloxy)-6-chloro-2-methylpyridin-3-yl)methanol C(C1=CC=CC=C1)OC1=C(C(=NC(=C1)Cl)C)CO